ClC=1C(=NNC1)[C@@H]1[C@@H](N(CCC1)C(=O)OC)CO[C@@H]1CC[C@@H](CC1)C1=C(C=CC=C1)Cl methyl cis-3-(4-chloro-1H-pyrazol-3-yl)-2-((((CIS)-4-(2-chlorophenyl)-cyclohexyl)oxy)methyl)-piperidine-1-carboxylate